(pyren-1,3,6,8-tetrayl)tetrakis(2',5'-dimethyl-[1,1'-biphenyl]-4-carboxylic acid) C1(=CC(=C2C=CC3=C(C=C(C4=CC=C1C2=C34)C3=C(C=CC(=C3)C(=O)O)C3=C(C=CC(=C3)C)C)C3=C(C=CC(=C3)C(=O)O)C3=C(C=CC(=C3)C)C)C3=C(C=CC(=C3)C(=O)O)C3=C(C=CC(=C3)C)C)C3=C(C=CC(=C3)C(=O)O)C3=C(C=CC(=C3)C)C